ClC1=CC=NC=2C=C3C(=CC12)O[C@@H](CN(C3)CC=3C=C(C=CC3C)C(C(C(=O)O)(C)C)C3=C(C1=C(N(N=N1)C)C=C3)C)CC 3-(3-(((R)-10-chloro-2-ethyl-2,3-dihydro-[1,4]oxazepino[7,6-g]quinolin-4(5H)-yl)methyl)-4-methylphenyl)-3-(1,4-dimethyl-1H-benzo[d][1,2,3]triazol-5-yl)-2,2-dimethylpropionic acid